hydroxy-7-keto-5β-cholestane OCC(C)CCC[C@@H](C)[C@H]1CC[C@H]2[C@@H]3C(C[C@@H]4CCCC[C@]4(C)[C@H]3CC[C@]12C)=O